FC(O[C@@H](C)[C@H]1CCC=2C(=NC(=CC2C2=C(C=C(C=C2)F)F)C(=O)OCC)O1)F ethyl (R)-2-((S)-1-(difluoromethoxy)ethyl)-5-(2,4-difluorophenyl)-3,4-dihydro-2H-pyrano[2,3-b]pyridine-7-carboxylate